C(C)(C)(C)OC(=O)N1CC(C1)N1C[C@@H]([C@H](CC1)N1N=C(C=2C1=NC=NC2N)C2=CC=C(C=C2)OC2=CC=CC=C2)F 3-[(3S,4S)-4-[4-amino-3-(4-phenoxyphenyl)pyrazolo[3,4-d]pyrimidin-1-yl]-3-fluoro-1-piperidinyl]azetidine-1-carboxylic acid tert-butyl ester